7-chloro-3-(3,4-DIMETHYLPHENYL)indolin-2-one ClC=1C=CC=C2C(C(NC12)=O)C1=CC(=C(C=C1)C)C